((3aR,4R,6R,6aR)-6-(6-bromo-9H-purin-9-yl)-2,2-dimethyltetrahydrofuro[3,4-d][1,3]dioxol-4-yl)methanol BrC1=C2N=CN(C2=NC=N1)[C@@H]1O[C@@H]([C@@H]2[C@H]1OC(O2)(C)C)CO